6-(2,4-dimethyl-1,3-thiazol-5-yl)-2-(2,5-difluoro-1-pyrido[2,3-d]pyrimidin-4-ylpiperidin-4-yl)methylpyridazin-3-one CC=1SC(=C(N1)C)C=1C=CC(N(N1)CC1CC(N(CC1F)C=1C2=C(N=CN1)N=CC=C2)F)=O